O=C1N(C(C=C1C1=CC=CC=C1)=O)CC1=CC=C(C#N)C=C1 4-((2,5-dioxo-3-phenyl-2,5-dihydro-1H-pyrrol-1-yl)methyl)benzonitrile